1,4-bis(isocyanato-methyl)cyclohexane N(=C=O)CC1CCC(CC1)CN=C=O